Cyclohexylcarbamic acid 4-(dimethylamino)-3-phenylphenyl ester CN(C1=C(C=C(C=C1)OC(NC1CCCCC1)=O)C1=CC=CC=C1)C